lithium methacrylate C(C(=C)C)(=O)[O-].[Li+]